C12(CC(C1)C2)[C@@H](C(=O)O)NC(=O)OC(C)(C)C (S)-bicyclo[1.1.1]pent-1-yl-[(t-butoxycarbonyl)amino]acetic acid